OC1=C(C=CC=C1)C=1C=C2N3CCN(C[C@@H]3CNC2=NN1)C1=NC=CC(=N1)N1CCN(CC1)C1CC2(CN(C2)C(=O)OC(C)(C)C)C1 tert-butyl 6-[4-[2-[(10S)-4-(2-hydroxyphenyl)-1,5,6,8,12-pentazatricyclo[8.4.0.02,7]tetradeca-2,4,6-trien-12-yl]pyrimidin-4-yl]piperazin-1-yl]-2-azaspiro[3.3]heptane-2-carboxylate